3-HYDROXY-5-METHYLPHENYLBORONIC ACID OC=1C=C(C=C(C1)C)B(O)O